COC1=CC=C2C(=CC=NC2=C1)N1CCN(CC1)C(=O)[C@@H]1CNCC1 (S)-(4-(7-methoxyquinolin-4-yl)piperazin-1-yl)(pyrrolidin-3-yl)methanone